N4-(3-chloro-4-(pyrrolidin-1-ylmethyl)benzyl)-N2,N2-bis(4-methoxybenzyl)quinoline-2,3,4-Triamine ClC=1C=C(CNC2=C(C(=NC3=CC=CC=C23)N(CC2=CC=C(C=C2)OC)CC2=CC=C(C=C2)OC)N)C=CC1CN1CCCC1